Tetra-O-Acetyl-Glucopyranosyl Bromide C(C)(=O)O[C@H]1C(O[C@@H]([C@H]([C@@H]1OC(C)=O)OC(C)=O)COC(C)=O)Br